CN(C)C[C@H]1[C@](CCCC1)(O)C1=CC(=CC=C1)OC cis-2-[(dimethylamino)methyl]-1-(3-methoxyphenyl)cyclohexanol